[Si](C)(C)(C(C)(C)C)OC(C(=O)NNC(=O)C=1C(=CC2=C(N(C([C@H](CS2)NC(OC(C)(C)C)=O)=O)CC2=CC=C(C=C2)Cl)C1)F)(C)C tert-butyl N-[(3R)-7-[[[2-[tert-butyl(dimethyl)silyl]oxy-2-methyl-propanoyl]amino]carbamoyl]-5-[(4-chlorophenyl)methyl]-8-fluoro-4-oxo-2,3-dihydro-1,5-benzothiazepin-3-yl]carbamate